Cl.FC(OC1(CCC1)C1=NN=C(O1)C12CC(C1)(C2)N)(F)F 1-[5-[3-cis-(trifluoromethoxy)cyclobutyl]-1,3,4-oxadiazol-2-yl]bicyclo[1.1.1]pentan-3-amine hydrochloride